methyl 2-(1-(7-(6-((4-cyano-2-fluorobenzyl) oxy) pyridin-2-yl)-2,3-dihydrobenzofuran-4-yl) ethyl)-1-(((S)-oxetan-2-yl) methyl)-1H-benzo[d]imidazole-6-carboxylate C(#N)C1=CC(=C(COC2=CC=CC(=N2)C2=CC=C(C=3CCOC32)C(C)C3=NC2=C(N3C[C@H]3OCC3)C=C(C=C2)C(=O)OC)C=C1)F